hexyl-undecane C(CCCCC)CCCCCCCCCCC